C(C)(C)(C)[C@H]1N2C(C=3N(N=C4C(=CC=CC34)OCCCCCCCCC(=O)O)C1)=CC(C(=C2)C(=O)O)=O (R)-6-(tert-butyl)-10-((8-carboxyoctyl)oxy)-2-oxo-6,7-dihydro-2H-pyrido[2',1':3,4]pyrazino[1,2-B]indazole-3-carboxylic acid